2-(prop-1-yn-1-yl)-4,5-dihydro-7H-thieno[2',3':3,4]pyrido[1,2-c]pyrimidin-7-one C(#CC)C1=CC2=C(C=3N(C(N=CC3)=O)CC2)S1